C(#N)C1CN(C1)S(=O)(=O)N1C[C@H](CCC1)C(=O)N1[C@H](CCC1)C(=O)NCC1=C(C=C(C=C1)C)C 1-(((3S)-1-((3-cyano-1-azetidinyl)sulfonyl)-3-piperidinyl)carbonyl)-N-(2,4-dimethylbenzyl)-D-prolinamide